Methyl (2-(4-((tert-butoxycarbonyl)amino)phenyl)thiazole-4-carbonyl)-L-alanyl-L-serinate C(C)(C)(C)OC(=O)NC1=CC=C(C=C1)C=1SC=C(N1)C(=O)N[C@@H](C)C(=O)N[C@@H](CO)C(=O)OC